3,8-diamino-5-(3-(bis(2-aminoethyl)-(methyl)ammonio)propyl)-6-phenylphenanthridine-5-ium trifluoroacetate FC(C(=O)[O-])(F)F.NC=1C=CC2=C3C=CC(=CC3=C([N+](=C2C1)CCC[N+](C)(CCN)CCN)C1=CC=CC=C1)N.FC(C(=O)[O-])(F)F